N-(cyclopropylmethyl)-5,6-bis(2-fluoro-4-hydroxyphenyl)-N-(4-methoxyphenyl)-7-oxabicyclo[2.2.1]hept-5-ene-2-sulfonamide C1(CC1)CN(S(=O)(=O)C1C2C(=C(C(C1)O2)C2=C(C=C(C=C2)O)F)C2=C(C=C(C=C2)O)F)C2=CC=C(C=C2)OC